OC=1C=CC(=NC1)C(=O)O 5-hydroxy2-picolinic acid